C(C)(C)(C)OC(C1=C(C=CC=C1)NC(C(CC1=CC=CC=C1)NC(C(=O)NC1=C(C=CC(=C1Cl)Cl)N1N=NN=C1)=O)=O)=O 2-(2-(((5,6-dichloro-2-(1H-tetrazol-1-yl)phenyl)amino)-2-oxoacetamido)-3-phenylpropionamido)benzoic acid tert-butyl ester